C(C(=C)CC(=O)[O-])(=O)OCCCCCCCCCCCCCCCCCCCCCCCCCCCCCCCCCCCCCCCC behenylstearyl itaconate